3-(3-chlorophenyl)-1-(2-morpholinopyridin-3-yl)prop-2-yn-1-one ClC=1C=C(C=CC1)C#CC(=O)C=1C(=NC=CC1)N1CCOCC1